FC1=C(C=C(C=C1)OC(F)(F)F)N1CC2=CC=C(C=C2CC1)CC(C(=O)O)C 3-(2-(2-fluoro-5-(trifluoromethoxy)phenyl)-1,2,3,4-tetrahydroisoquinolin-6-yl)-2-methylpropanoic acid